ClC1=C(C(=O)N[C@@H](CCCNC(CF)=N)C=2OC(=CN2)C2=CC=C(C=C2)Cl)C(=CC=C1)N(C)C (S)-2-Chloro-N-(1-(5-(4-chlorophenyl)oxazol-2-yl)-4-(2-fluoroacetimidamido)butyl)-6-(dimethylamino)benzamide